ClC1=C(C(=CC=C1Cl)OC)C1=CC(=NC=C1)C#N 4-(2,3-dichloro-6-methoxyphenyl)pyridine-2-carbonitrile